lanthanum (benzoyl-trifluoroacetone) C(C1=CC=CC=C1)(=O)CC(=O)C(F)(F)F.[La]